(1R,3S,4R)-N-[(1R)-1-cyano-2-[(3R)-2-oxopyrrolidin-3-yl]ethyl]-2-[2-(3,5-dichlorophenyl)-2,2-difluoro-acetyl]-5,5-difluoro-2-azabicyclo[2.2.2]octane-3-carboxamide C(#N)[C@@H](C[C@@H]1C(NCC1)=O)NC(=O)[C@H]1N([C@H]2CC([C@@H]1CC2)(F)F)C(C(F)(F)C2=CC(=CC(=C2)Cl)Cl)=O